FC(C(=O)O)(F)F.N[C@H]1CC=CC[C@@H]1C1=C(C2=NC(=CC(=C2S1)NCC=1SC=CC1)Cl)C=C=C 2-((1S,6S)-6-aminocyclohex-3-en-1-yl)-5-chloro-3-(propa-1,2-dien-1-yl)-N-(thiophen-2-ylmethyl)thieno[3,2-b]pyridin-7-amine trifluoroacetate